C(C)(C)(C)OC(=O)N1CC(C1)N1C[C@@H](CCC1)C(=O)OC methyl (3R)-1-[1-(tert-butoxycarbonyl)azetidin-3-yl]piperidine-3-carboxylate